BrC=1C(=C(C=O)C=C(C1)C(C)C)OC 3-bromo-5-isopropyl-2-methoxybenzaldehyde